O=C1NC(CCC1N1C(C2=CC=C(C=C2C1=O)N1CCNCC1)=O)=O 4-(2-(2,6-dioxopiperidin-3-yl)-1,3-dioxoisoindolin-5-yl)piperazine